FC(OC1=CC(=C(C(=C1)F)[C@H]1[C@@H](C(NC1)=O)NC(=O)NC1=CC=C(C=C1)F)F)F |o1:10,11| 1-{(3S*,4R*)-4-[4-(difluoro-methoxy)-2,6-difluorophenyl]-2-oxopyrrolidin-3-yl}-3-(4-fluoro-phenyl)urea